OC(CCNC(=O)C1=C(C=2N(N=C1)C=C(C2)C2=CC=NC=C2)NC(C)C)(C)C N-(3-hydroxy-3-methylbutyl)-4-(isopropylamino)-6-(pyridin-4-yl)pyrrolo[1,2-b]pyridazine-3-carboxamide